9-(4-fluorophenyl)-2,3-dimethoxydibenzo[b,e]oxepin-11(6H)-one FC1=CC=C(C=C1)C=1C=CC2=C(C(C3=C(OC2)C=C(C(=C3)OC)OC)=O)C1